O1CC(C1)OC(N[C@@H]1CC[C@H](CC1)C=1SC(=CN1)C1=C(C=C(C=C1)OCCC(C)C)S(NC(C)(C)C)(=O)=O)=O trans-N-[4-[5-[2-(tert-butylsulfamoyl)-4-isopentyloxy-phenyl]thiazol-2-yl]cyclohexyl]carbamic acid oxetan-3-yl ester